N-(2-((4-(6-(cyclohexylmethyl)-2,6-diazaspiro[3.3]heptan-2-yl)pyrimidin-5-yl)oxy)-5-fluoro-phenyl)-N-ethylisobutyramide C1(CCCCC1)CN1CC2(CN(C2)C2=NC=NC=C2OC2=C(C=C(C=C2)F)N(C(C(C)C)=O)CC)C1